C(C)(=O)SCC(COCC(C(=O)OCC1=CC=CC=C1)(C)C1=CC(=CC=C1)I)(C)C Benzyl 3-(3-(acetylthio)-2,2-dimethylpropoxy)-2-(3-iodophenyl)-2-methylpropanoate